SCCC(=O)[O-].C(CCCCCCC)[Sn+2]CCCCCCCC.SCCC(=O)[O-] di-n-octyltin β-mercaptopropionate